1-([2,4'-bipyridine]-3-carbonyl)-4-phenethylpiperidine-4-carbonitrile N1=C(C(=CC=C1)C(=O)N1CCC(CC1)(C#N)CCC1=CC=CC=C1)C1=CC=NC=C1